1-((7-(dimethoxymethyl)-4-fluoro-1,2,3,4-tetrahydro-2,4-methylene-1,8-naphthyridin-6-yl)methyl)-4-methylpiperazin-2-one COC(C1=C(C=C2C3(CC(NC2=N1)C3)F)CN3C(CN(CC3)C)=O)OC